ClC1=C(C=C(C=C1)[C@@H]1N(C(OC1)(C)C)C(=O)OC(C)(C)C)C=O tert-butyl (S)-4-(4-chloro-3-formylphenyl)-2,2-dimethyl-oxazolidine-3-carboxylate